CC=1C=2N(C=CC1CCC(=O)O)C(=NN2)C(F)(F)F 3-(8-methyl-3-(trifluoromethyl)[1,2,4]triazolo[4,3-a]pyridin-7-yl)propanoic acid